ClC1=C(C=C(C=C1)NC(=O)C=1C=CC(=NC1)C(=O)NCC1=NC=CC=C1)C1=NC=CC=C1 N5-(4-chloro-3-(pyridin-2-yl)phenyl)-N2-(pyridin-2-ylmethyl)pyridine-2,5-dicarboxamide